BrC=1N=C(N2C1[C@H](N(CC2)C(=O)OC(C)(C)C)C)C2=NC(=NS2)C Tert-butyl (R)-1-bromo-8-methyl-3-(3-methyl-1,2,4-thiadiazol-5-yl)-5,6-dihydroimidazo[1,5-a]pyrazin-7(8H)-carboxylate